FC=1C(=C(C=CC1)[C@H]1N=C(NC(=C1C(=O)OCC)C12C3C4C5(C3C1C5C24)C(=O)OC)C=2SC=CN2)C (4R)-ethyl 4-(3-fluoro-2-methylphenyl)-6-((2R,3R,4R,5S)-4-(methoxycarbonyl) cuban-1-yl)-2-(thiazol-2-yl)-1,4-dihydropyrimidine-5-carboxylate